C(=C)S(=O)(=O)NCCNS(=O)(=O)C=C bis(vinylsulfonyl)ethylenediamine